4-bromo-5-ethyl-6-fluoronaphthalene-2-ol BrC1=CC(=CC2=CC=C(C(=C12)CC)F)O